NC1=C(C=C(C=N1)C1=CC=C(S1)C(=O)NC(C)C)OC 5-(6-amino-5-methoxypyridin-3-yl)-N-isopropylthiophene-2-carboxamide